5-((1-isopropyl-3-(4-(trifluoromethoxy)phenyl)ureido)methyl)pyrazolo[1,5-a]pyridine-4-carboxylic acid C(C)(C)N(C(=O)NC1=CC=C(C=C1)OC(F)(F)F)CC1=C(C=2N(C=C1)N=CC2)C(=O)O